ClC=1C=CC(=C(C1)N1C(CN(C(C1)=O)C(CC1=CC=CC=C1)C1=NC=2C(=NC(=CC2)C)N1)=O)N1N=NC(=C1)Cl 1-(5-chloro-2-(4-chloro-1H-1,2,3-triazol-1-yl)phenyl)-4-(1-(5-methyl-3H-imidazo[4,5-b]pyridin-2-yl)-2-phenylethyl)piperazine-2,5-dione